3-(2-chlorophenyl)-5-methyl-N-(3-fluoro-5-cyanophenyl)isoxazole-4-carboxamide ClC1=C(C=CC=C1)C1=NOC(=C1C(=O)NC1=CC(=CC(=C1)C#N)F)C